4-(3-((4-iodo-1H-pyrazol-1-yl)methyl)tricyclo[3.3.1.13,7]dec-1-yl)-1,1-dioxidothiomorpholine IC=1C=NN(C1)CC12CC3(CC(CC(C1)C3)C2)N2CCS(CC2)(=O)=O